((R)-1-((R)-3-methoxy-2-(5-methylnicotinamido)propanamido)-3-phenoxypropyl)boronic acid COC[C@H](C(=O)N[C@@H](CCOC1=CC=CC=C1)B(O)O)NC(C1=CN=CC(=C1)C)=O